C1(CC1)C=1NC(=NN1)C1CC2(CN(C2)C(=O)NCC23CN4N=CC(=C4CC(C2)C3)C(F)(F)F)C1 6-(5-cyclopropyl-4H-1,2,4-triazol-3-yl)-N-[[6-(trifluoromethyl)-3,4-diazatricyclo[7.1.1.03,7]undeca-4,6-dien-1-yl]methyl]-2-azaspiro[3.3]heptane-2-carboxamide